3,4-dimethyl-N-[[4-(trifluoromethoxy)phenyl]methyl]pyrido[4',3':4,5]thieno[2,3-c]pyridazin-8-amine CC1=C(C2=C(N=N1)SC1=C2C=CN=C1NCC1=CC=C(C=C1)OC(F)(F)F)C